O[C@H]1CN(CCC1)C(CO)=O (3R,4R)-3-hydroxy-1-(2-hydroxyacetyl)piperidin